benzo[e][1,4]diazepine N1C=CN=CC2=C1C=CC=C2